2-((trans-2-((4-(8-methoxy-5,6-dihydro-11H-benzo[5,6]cyclohepta[1,2-b]pyridin-11-ylidene)piperidin-1-yl)methyl)cyclohexyl)methyl)hexa-hydro-1H-isoindole-1,3(2H)-dione COC=1C=CC2=C(CCC=3C(=NC=CC3)C2=C2CCN(CC2)C[C@H]2[C@@H](CCCC2)CN2C(C3CCCCC3C2=O)=O)C1